N(=[N+]=[N-])CCCC(=O)OC1=C(C(=CC(=C1)C)C)C(C)(C=C=O)C 3,5-dimethyl-2-(2-methyl-4-oxobuten-2-yl)phenyl 4-azidobutanoate